FC(C(=O)O)(F)F.COC1=C(/C=C/C2=NNC3=CC(=CC=C23)\C=C/2\C(NCC2C2=CC=CC=C2)=O)C=CC(=C1)CN1CCCCC1 (E)-3-((3-((E)-2-methoxy-4-(piperidin-1-ylmethyl)styryl)-1H-indazole-6-yl)methylene)-4-phenylpyrrolidin-2-one trifluoroacetate